vanadium trioxide, potassium salt [K+].[O-2].[O-2].[O-2].[V+5]